2-phenyl-3-PIPERIDINAMINE C1(=CC=CC=C1)C1NCCCC1N